COC(C1=C(C=C(C=C1)B1OC(C(O1)(C)C)(C)C)OC)=O methyl-2-methoxy-4-(4,4,5,5-tetramethyl-1,3,2-dioxaborolan-2-yl)benzoate